1-Butyl-5-(diaminomethylene)-3-(2-(5,5-dimethyl-2,4-dioxoimidazolidin-1-yl)spiro[3.5]nonan-7-yl)pyrimidine-2,4,6(1H,3H,5H)-trione C(CCC)N1C(N(C(C(C1=O)=C(N)N)=O)C1CCC2(CC(C2)N2C(NC(C2(C)C)=O)=O)CC1)=O